C(CCCCCCCCCC)C(=O)NCCNCCNCCNCCN undecyl-carbonyl-tetraethylenepentamine